ClC1=CC=C(C=C1)C1=NC(=NC(=C1)N1CCN(CC1)CCC1=CC=CC=C1)C=1C=NC=CC1 4-(4-chlorophenyl)-6-(4-phenethylpiperazin-1-yl)-2-(pyridin-3-yl)pyrimidine